2-bromo-N-(6-morpholinyl-4-(piperidin-1-yl)pyridin-3-yl)thiazole-4-carboxamide ethyl-4-oxotetrahydrofuran-3-carboxylate C(C)OC(=O)C1COCC1=O.BrC=1SC=C(N1)C(=O)NC=1C=NC(=CC1N1CCCCC1)N1CCOCC1